COC=1C=CC2=C(C1)C1=C([C@H]3[C@H]4N(C(C1)=O)C[C@H](C4)C3)O2 (2S,12R,12aS)-8-methoxy-1,2,3,6,12,12a-hexahydro-5H-2,12-methanobenzofuro[2,3-d]pyrrolo[1,2-a]azepin-5-one